1,1,3,3-tetrakis(3,5-dichloro-4-hydroxyphenyl)propane ClC=1C=C(C=C(C1O)Cl)C(CC(C1=CC(=C(C(=C1)Cl)O)Cl)C1=CC(=C(C(=C1)Cl)O)Cl)C1=CC(=C(C(=C1)Cl)O)Cl